C(C)N1N=C(C(=C1C1=NC=CC(=N1)C=1N=C(N2C1C=NC(=C2)C)C(=O)N)O)C 1-[2-(2-ethyl-4-hydroxy-5-methyl-pyrazol-3-yl)pyrimidin-4-yl]-6-methyl-imidazo[1,5-a]pyrazine-3-carboxamide